2-chloro-4-(1-methyl-1H-indol-3-yl)pyrimidin-5-amine ClC1=NC=C(C(=N1)C1=CN(C2=CC=CC=C12)C)N